6-(3,5-dimethylisoxazol-4-yl)-N-((trans)-4-hydroxycyclohexyl)-4-((S)-3-phenylmorpholino)quinazoline-2-carboxamide CC1=NOC(=C1C=1C=C2C(=NC(=NC2=CC1)C(=O)N[C@@H]1CC[C@H](CC1)O)N1[C@H](COCC1)C1=CC=CC=C1)C